C12CN(CC(N1)C2)C=2OC1=C(N2)C(=CC=C1C=1SC=CN1)OC1=NC=C(C=C1)S(=O)(=O)C 2-(3,6-diazabicyclo[3.1.1]heptan-3-yl)-4-((5-(methylsulfonyl)pyridin-2-yl)oxy)-7-(thiazol-2-yl)benzo[d]oxazole